O[C@@]1(CC[C@@H]2[C@H]3CC[C@]4(C(C3CCC2C1)[C@H]1[C@@H]([C@@H]4C(CN4N=NC=C4)=O)CCC1)C)C 1-((2R,4aS,4bR,6aS,7S,7aS,8aR,8bR,8cR,10aR)-2-hydroxy-2,6a-dimethyloctadecahydrocyclopenta[4,5]cyclopenta[1,2-a]phenanthren-7-yl)-2-(1H-1,2,3-triazol-1-yl)ethan-1-one